N-(4-(4-amino-5-(4-(6-methylpyridin-2-yloxy)phenyl)-7-(oxetan-3-yl)-7H-pyrrolo[2,3-d]pyrimidin-6-yl)phenyl)methacrylamide NC=1C2=C(N=CN1)N(C(=C2C2=CC=C(C=C2)OC2=NC(=CC=C2)C)C2=CC=C(C=C2)NC(C(=C)C)=O)C2COC2